tert-butyl (7S,8aS)-7-((E)-3-(3,4-difluorophenyl)but-2-en-1-yl)-6-oxohexahydropyrrolo[1,2-a]pyrazine-2(1H)-carboxylate FC=1C=C(C=CC1F)/C(=C/C[C@H]1C[C@@H]2N(CCN(C2)C(=O)OC(C)(C)C)C1=O)/C